(9R,13S)-13-[4-(3-fluoro-4-methylpyridin-2-yl)-6-oxo-1,6-dihydropyrimidin-1-yl]-3,9-dimethyl-3,4,7,15-tetraazatricyclo[12.3.1.02,6]Octadecan-1(18),2(6),4,14,16-pentaen-8-one FC=1C(=NC=CC1C)C=1N=CN(C(C1)=O)[C@H]1CCC[C@H](C(NC=2C=NN(C2C=2C=CN=C1C2)C)=O)C